[Bi+3].[Bi+3] bismuth (III)-bismuth (III)